[O-2].[Li+].[Y+3].[O-2] yttrium lithium oxide